methyl-4-pentyl-2'-(prop-1-en-2-yl)-1',2',3',4'-tetrahydro-[1,1'-biphenyl]-2,6-diol CC1=C(C(=C(C=C1CCCCC)O)C1C(CCC=C1)C(=C)C)O